O1C=NC(=C1)CO oxazol-4-ylmethanol